(Z)-4-(((1R,3S)-3-amino-2,2,3-trimethylcyclopentyl)amino)-6-bromo-N'-(2-cyclopropyl-phenyl)pyrrolo[1,2-b]pyridazine-3-carboximidamide N[C@@]1(C([C@@H](CC1)NC=1C=2N(N=CC1/C(/N)=N/C1=C(C=CC=C1)C1CC1)C=C(C2)Br)(C)C)C